CNC1=NS(C2=C(N1)C=C(S2)C)(=O)=O N,6-dimethyl-1,1-dioxo-4H-thieno[3,2-e][1,2,4]thiadiazin-3-amine